9H-fluoren-9-ylmethyl N-[4-[(3-fluoro-4-formylphenyl)methyl]phenyl]carbamate FC=1C=C(C=CC1C=O)CC1=CC=C(C=C1)NC(OCC1C2=CC=CC=C2C=2C=CC=CC12)=O